The molecule is an N-acetyl-D-hexosamine 1-phosphate(2-) in which the anomeric centre has alpha-configuration. It is a conjugate base of a N-Acetyl-alpha-D-hexosamine 1-phosphate. CC(=O)NC1[C@H](O[C@@H](C(C1O)O)CO)OP(=O)([O-])[O-]